6-(2,6-difluoro-3,5-dimethoxyphenyl)-N-(2-(4-methylpiperazin-1-yl)ethyl)-2-(methylthio)pyrido[3,4-d]pyrimidine-8-amine FC1=C(C(=C(C=C1OC)OC)F)C1=CC2=C(N=C(N=C2)SC)C(=N1)NCCN1CCN(CC1)C